4-Methoxyphenylpropionaldehyde COC1=CC=C(C=C1)C(C=O)C